3-amino-6-(5-fluoro-2-(1-(2,2,2-trifluoroethyl)-1H-pyrazol-4-yl)pyridin-4-yl)-N-(piperidin-3-yl)pyrazine-2-carboxamide NC=1C(=NC(=CN1)C1=CC(=NC=C1F)C=1C=NN(C1)CC(F)(F)F)C(=O)NC1CNCCC1